COCCOC1=CC=C(C=C1)NC1=NC(=NC=2C=NNC(C21)=O)N2CCC(CC2)CC#N 2-(1-(4-((4-(2-methoxyethoxy)phenyl)amino)-5-oxo-5,6-dihydropyrimido[4,5-d]pyridazin-2-yl)piperidin-4-yl)acetonitrile